4-fluoro-1-methyl-8-(4-(methylsulfonyl)phenyl)-2-(trifluoromethyl)chromeno[7,8-d]imidazol-6(1H)-one FC1=CC=2C(C=C(OC2C2=C1N=C(N2C)C(F)(F)F)C2=CC=C(C=C2)S(=O)(=O)C)=O